NC1=NN2C(C=CC=C2)=C1 2-aminopyrazolo[1,5-a]pyridin